C(C1=CC=CC=C1)OC1=NC(=CC=C1C1=NN(C2=CC(=CC=C12)N1C(CN(CC1=O)C(=O)OC(C)(C)C)C)C)OCC1=CC=CC=C1 tert-butyl 4-(3-(2,6-bis(benzyloxy) pyridin-3-yl)-1-methyl-1H-indazol-6-yl)-3-methyl-5-oxopiperazine-1-carboxylate